(6aR,7R,10aS)-4-cyclopropyl-7,10a-dimethyl-8-oxo-2-(quinolin-4-yl)-5,6,6a,7,8,10a-hexahydrobenzo[h]quinazoline-9-carbonitrile C1(CC1)C1=NC(=NC=2[C@]3([C@H](CCC12)[C@H](C(C(=C3)C#N)=O)C)C)C3=CC=NC1=CC=CC=C31